6-methoxy-7-ethoxy-3,4-dihydroisoquinoline COC=1C=C2CCN=CC2=CC1OCC